CN1C=2C=CC(=NC2C(=CC1=O)N(C=1C=C(C=CC1)C)C)C#N 5-methyl-8-(methyl(m-tolyl)amino)-6-oxo-5,6-dihydro-1,5-naphthyridine-2-carbonitrile